[Li+].FCC(=O)[O-] 2-fluoroacetic acid lithium salt